2,3,4,5,6-pentafluorophenylacetic acid FC1=C(C(=C(C(=C1F)F)F)F)CC(=O)O